3-(6-aminopyridin-3-yl)-N-((7-(2,4-difluorophenyl)-5-(4-(4,4-difluoropiperidine-1-carbonyl)-2-fluorophenyl)benzofuran-2-yl)methyl)acrylamide NC1=CC=C(C=N1)C=CC(=O)NCC=1OC2=C(C1)C=C(C=C2C2=C(C=C(C=C2)F)F)C2=C(C=C(C=C2)C(=O)N2CCC(CC2)(F)F)F